FC1CC(N(C1)C(CC1=CN=NN1)=O)C(=O)NC(C1=CC=CC=C1)C1=CC(=C(C=C1)C(C)C)F 4-fluoro-N-{[3-fluoro-4-(propan-2-yl)phenyl](phenyl)methyl}-1-[2-(1H-1,2,3-triazol-5-yl)acetyl]pyrrolidine-2-carboxamide